C1(CC1)COC=1C=CC2=C(C(=C(O2)C)C(=O)O)C1 5-(cyclopropylmethoxy)-2-methylbenzofuran-3-carboxylic acid